ClC1=CC(=C(CN2C(NC(C3=C2C=CN3)=O)=S)C=C1)CNCC 1-{4-Chloro-2-[ethylamino-methyl]benzyl}-2-thioxo-1,2,3,5-tetrahydro-4H-pyrrolo[3,2-d]pyrimidin-4-one